Sodium Pyrrolidone N1C(CCC1)=O.[Na]